benzoic acid potassium salt [K+].C(C1=CC=CC=C1)(=O)[O-]